N-(2-(S-methylsulfonimidoyl)pyridin-4-yl)-5-(trifluoromethyl)tetrahydrofuran-2-carboxamide CS(=O)(=N)C1=NC=CC(=C1)NC(=O)C1OC(CC1)C(F)(F)F